C[Pt](C1(C(=CC=C1)C[Si](OC(C)=O)(OC(C)=O)OC(C)=O)[Si](C)(C)CC=C)(C)C Trimethyl-[(triacetoxysilyl)methyl-(allyldimethylsilyl)cyclopentadienyl]platinum (IV)